2-(1-(3-(2-aminoethoxy)-5-(quinolin-8-yl)pyridin-2-yl)piperidin-4-yl)-N-(2-(2,6-dioxopiperidin-3-yl)-1-oxoisoindolin-5-yl)acetamide NCCOC=1C(=NC=C(C1)C=1C=CC=C2C=CC=NC12)N1CCC(CC1)CC(=O)NC=1C=C2CN(C(C2=CC1)=O)C1C(NC(CC1)=O)=O